1-(1H-Benzimidazol-5-yl)-5-{4-[2-(propan-2-yl)-2H-tetrazol-5-yl]phenyl}imidazolidin-2-one N1C=NC2=C1C=CC(=C2)N2C(NCC2C2=CC=C(C=C2)C=2N=NN(N2)C(C)C)=O